ClC1=CC=C(C=C1)C([O-])=N p-chlorobenzeneformimidate